10-((((E)-9-((stearoyloxy)methyl)octadec-10-enoyl)oxy)methyl)octadec-8-enoic acid (2'-ethylhexyl) ester C(C)C(COC(CCCCCCC=CC(CCCCCCCC)COC(CCCCCCCC(\C=C\CCCCCCC)COC(CCCCCCCCCCCCCCCCC)=O)=O)=O)CCCC